12-fluoro-5a,6,7,8,9,10-hexahydro-5H-4-oxa-3,10a,11,13,14-pentaaza-6,9-methanonaphtho[1,8-ab]heptalene-14-carboxylate FC=1N=C2C3=C(OCC4C5CCC(CN24)N5C(=O)[O-])N=CC=C3N1